NCC=1C=C(C=CC1)C=1C=CC2=C(C(=NS2)COC2=C(C=CC=C2)CC(=O)OCC)C1 ethyl 2-(2-((5-(3-(aminomethyl)phenyl)benzo[d]isothiazol-3-yl)methoxy)phenyl)acetate